4-chloro-1-oxoisoindoline-2-carboxylic acid tert-butyl ester C(C)(C)(C)OC(=O)N1C(C2=CC=CC(=C2C1)Cl)=O